O1-benzyl O4-tert-butyl (2S)-2-(3-tert-butoxy-3-oxo-propyl)piperazine-1,4-dicarboxylate C(C)(C)(C)OC(CC[C@@H]1N(CCN(C1)C(=O)OC(C)(C)C)C(=O)OCC1=CC=CC=C1)=O